CCCCCCCCCCCCCCC(=O)O C15-Pentadecanoic acid